ClC=1C=C2C(=C(C(N(C2=NC1C1=C(C=CC=C1)F)C=1C(=NC=CC1C(C)C)C(C)C)=O)C#N)O 6-chloro-1-(2,4-diisopropylpyridin-3-yl)-7-(2-fluorophenyl)-4-hydroxy-2-oxo-1,2-dihydro-1,8-naphthyridine-3-carbonitrile